C1(=CC=CC=C1)C1=NC=CC(=N1)C=1N=C(C2=C(N1)C=CC=N2)N2CCOCC2 4-(2-(2-phenylpyrimidin-4-yl)pyrido[3,2-d]pyrimidin-4-yl)morpholine